C1(CC1)C=1N=CC2=C(N1)NC=C2C2OC1=C(C(NC2)=O)C=CC=C1 (2-cyclopropyl-7H-pyrrolo[2,3-d]pyrimidin-5-yl)-3,4-dihydrobenzo[f][1,4]oxazepin-5(2H)-one